1,3,5-tris-(4-tert-butyl-3-hydroxy-2,6-dimethylbenzyl)-1,3,5-triazine C(C)(C)(C)C1=C(C(=C(CN2CN(CN(C2)CC2=C(C(=C(C=C2C)C(C)(C)C)O)C)CC2=C(C(=C(C=C2C)C(C)(C)C)O)C)C(=C1)C)C)O